NC1=NC=NC=2C3=C(\C(\C(C12)(C)C)=N/OC[C@@H]1CNC(O1)=O)C=C(C=C3)O (5S)-5-[[(Z)-(4-amino-8-hydroxy-5,5-dimethyl-benzo[h]quinazolin-6-ylidene)amino]oxymethyl]oxazolidin-2-one